ClC1=C(C=C2C(=C(N(C2=C1F)C)C1=NC(=NN1)[C@H](C)N(C)CCOC)N1C=NC=C1)OC (S)-1-(5-(6-chloro-7-fluoro-3-(1H-imidazol-1-yl)-5-methoxy-1-methyl-1H-indol-2-yl)-1H-1,2,4-triazol-3-yl)-N-(2-methoxyethyl)-N-methylethan-1-amine